3-(5-Chloro-2-((3-methoxy-1-methyl-1H-pyrazol-4-yl)amino)pyrimidin-4-yl)-1H-indol-7-amine ClC=1C(=NC(=NC1)NC=1C(=NN(C1)C)OC)C1=CNC2=C(C=CC=C12)N